C1(CC1)COC=1C=C(C=C(C1)C)B(O)O [3-(cyclopropylmethoxy)-5-methyl-phenyl]boronic acid